S1C2=C(C(=C1)C(=O)NC=1C=C(C=C3C(N[C@@H](C13)C1=C(C=CC=C1)C)=O)C(=O)NC)C=CC=C2 (R)-7-(benzo[b]thiophene-3-carboxamido)-N-methyl-3-oxo-1-(o-tolyl)isoindoline-5-carboxamide